Cl.NC/C(/CN1N=CN(C1=O)CC1=CC=C(S1)C=1C=CC2=C(N(C(CO2)=O)C)C1)=C\F 6-[5-({1-[(2E)-2-(aminomethyl)-3-fluoroprop-2-en-1-yl]-5-oxo-1,5-dihydro-4H-1,2,4-triazol-4-yl}methyl)thiophen-2-yl]-4-methyl-2H-1,4-benzoxazin-3(4H)-one hydrochloride